ClC1=NC=C(C(=N1)C=1C=C(C2=C(N(C(=N2)C(C)(C)O)C(C)C)C1)F)Cl 2-[6-(2,5-dichloropyrimidin-4-yl)-4-fluoro-1-(propan-2-yl)-1H-benzimidazol-2-yl]propan-2-ol